FC=1C(=NC=CC1)C1=NC(=CC=C1C(=O)N1[C@@H]2[C@@H](C[C@H](C1)C2)NC2=NC=C(N=C2)C(F)(F)F)C (3'-fluoro-6-methyl-[2,2'-bipyridine]-3-yl)((1S,4S,6R)-6-((5-(trifluoromethyl)pyrazin-2-yl)amino)-2-azabicyclo[2.2.1]hept-2-yl)methanone